(2S,4R)-N-(1-cyanocyclopropyl)-4-(4-(2,4-dimethylthiazol-5-yl)phenylsulfonyl)-1-(1-(trifluoromethyl)cyclopropanecarbonyl)pyrrolidine-2-carboxamide C(#N)C1(CC1)NC(=O)[C@H]1N(C[C@@H](C1)S(=O)(=O)C1=CC=C(C=C1)C1=C(N=C(S1)C)C)C(=O)C1(CC1)C(F)(F)F